N-(2-((2-(dimethylamino)ethyl)(methyl)amino)-5-((4-(1-isopropyl-1H-benzo[d]imidazole-6-yl)pyrimidin-2-yl)amino)-4-methoxyphenyl)acrylamide CN(CCN(C1=C(C=C(C(=C1)OC)NC1=NC=CC(=N1)C=1C=CC2=C(N(C=N2)C(C)C)C1)NC(C=C)=O)C)C